1,2-diisobutenyl-ferrocene C(=C(C)C)[C-]1C(=CC=C1)C=C(C)C.[CH-]1C=CC=C1.[Fe+2]